ClC=1C(=C2C(=NC1OCC1CC1)C=1CN(CCC1N2)C(CO)=O)F 1-[3-chloro-2-(cyclopropylmethoxy)-4-fluoro-5,6,7,9-tetrahydro-8H-pyrrolo[3,2-b:4,5-c']dipyridin-8-yl]-2-hydroxyethan-1-one